CC=1C(=C2C=CN(C2=C(C1)C)C(=O)OC(C)(C)C)C[C@H]1[C@@H](CN(CC1)C)C=1C=NN(C1)C tert-butyl 5,7-dimethyl-4-(((3r,4r)-1-methyl-3-(1-methyl-1H-pyrazol-4-yl) piperidin-4-yl) methyl)-1H-indole-1-carboxylate